1,3,5-trihydroxymethylcyclohexane OCC1CC(CC(C1)CO)CO